ClC=1C(=NC2=CC=C(C=C2N1)C(=O)O)SCCO 3-chloro-2-((2-hydroxyethyl)thio)quinoxaline-6-carboxylic acid